3-(4-nitrophenyl)-3,8-diazabicyclo[3.2.1]octane [N+](=O)([O-])C1=CC=C(C=C1)N1CC2CCC(C1)N2